C1(CC1)[C@@H](CC(=O)NC[C@H](CC=1C=C2C=NNC2=CC1)N(C)C)C1=CC=CC=C1 (3R)-3-cyclopropyl-N-[(2S)-2-(dimethylamino)-3-(1H-indazol-5-yl)propyl]-3-phenylpropionamide